C1=NC=CC2=CC=C(C=C12)C(C)=O (isoquinolin-7-yl)ethan-1-one